[Cl-].C(CCCCC)N1CN(C=C1)CCC[Si](OCC)(OCC)OCC 1-hexyl-3-(3-triethoxysilylpropyl)imidazole chloride